C(C1=CC=CC=C1)N1CCC(CC1)N 1-benzyl-piperidin-4-ylamine